C(C)(C)(C)C1=NOC(=N1)C(=O)NCC1=C(C=C(C=C1)C1=C(C=NC=C1)N1CCN(CC1)C(\C=C\CN(C)C)=O)C(F)(F)F (E)-3-(tert-butyl)-N-(4-(3-(4-(4-(dimethylamino)but-2-enoyl)piperazin-1-yl)pyridin-4-yl)-2-(trifluoromethyl)benzyl)-1,2,4-oxadiazole-5-carboxamide